3-(2,3-epoxypropoxy)propyl-methyldimethoxysilane C(C1CO1)OCCC[Si](OC)(OC)C